BrC1=C(C=CC=C1)C1=C(C=CC=C1)OP(OC1=CC=CC=C1)(O)=O (2-bromophenyl)-diphenyl-phosphoric acid